C(C)(C)C1=C(C=C(C=C1)C)N1/C(/SCC1=O)=N/C(=O)NN(C(C)C1=CC=C(C=C1)C1=NN(C=N1)C1=CC=C(C=C1)OC(F)(F)F)C (Z)-N-(3-(2-isopropyl-5-methylphenyl)-4-oxothiazolidine-2-ylidene)-2-methyl-2-(1-(4-(1-(4-(trifluoromethoxy)phenyl)-1H-1,2,4-triazol-3-yl)phenyl)ethyl)hydrazine-1-carboxamide